3-(4-((1S,4S,5R)-5-((3-(2-chloro-6-methylphenyl)-5-cyclopropylisoxazol-4-yl)methoxy)-2-azabicyclo[2.2.1]heptan-2-yl)-3-fluorophenyl)-N-(cyclopropylsulfonyl)propanamide ClC1=C(C(=CC=C1)C)C1=NOC(=C1CO[C@H]1[C@@H]2CN([C@H](C1)C2)C2=C(C=C(C=C2)CCC(=O)NS(=O)(=O)C2CC2)F)C2CC2